tert-butyl 7-[6-(2,4-dioxo-1H-pyrimidin-5-yl)-3-methyl-pyridazin-4-yl]-2,7-diazaspiro[4.4]nonane-2-carboxylate O=C1NC=C(C(N1)=O)C1=CC(=C(N=N1)C)N1CC2(CCN(C2)C(=O)OC(C)(C)C)CC1